[Li].ClCC(=O)NC(NC1=NC=CC=C1)=O 2-chloro-N-(pyridin-2-ylcarbamoyl)acetamide lithium